(3-fluoropyrrolidin-1-yl)-5-(pyrazin-2-yl)nicotinamide FC1CN(CC1)C1=C(C(=O)N)C=C(C=N1)C1=NC=CN=C1